(R)-(2-methoxyphenyl)(3-(methylamino)pyrrolidin-1-yl)methanone COC1=C(C=CC=C1)C(=O)N1C[C@@H](CC1)NC